C1(=CC=C(C=C1)NCC1=COC2=C(C1=O)C=CC=C2)C 3-((p-toluidino)methyl)-4H-benzopyran-4-one